N1(CCNCCCN(CCC1)CC=1C(=C(C=C(C1)C)NC(C(CO)O)=O)O)CC=1C(=C(C=C(C1)C)NC(C(CO)O)=O)O N,N'-{1,4,8-triazacycloundecane-1,8-diylbis[methylene(2-hydroxy-5-methyl-3,1-phenylene)]}bis(2,3-dihydroxypropanamide)